ClC1=CC(=C(C=C1C(F)F)O)C1CCNCC1 4-chloro-5-(difluoromethyl)-2-(piperidin-4-yl)phenol